5-(2-ethoxy-5-((3-(3-hydroxypropyl)azetidin-1-yl)sulfonyl)phenyl)-1-methyl-3-propyl-1,6-dihydro-7H-pyrazolo[4,3-d]pyrimidin-7-one C(C)OC1=C(C=C(C=C1)S(=O)(=O)N1CC(C1)CCCO)C=1NC(C2=C(N1)C(=NN2C)CCC)=O